P(=O)(Cl)(Cl)Cl.N=1NC(C=CC1)=O pyridazinone compound with phosphorus oxychloride